(2RS)-1-isopropylamino-propan C(C)(C)NCCC